2-Bromo-4-fluoro-1-(methoxymethoxy)benzene BrC1=C(C=CC(=C1)F)OCOC